2-[4-(azepan-1-yl)butyl]-6-methyl-4-phenyl-2,3-dihydropyridazin-3-one N1(CCCCCC1)CCCCN1N=C(C=C(C1=O)C1=CC=CC=C1)C